N-(1-(4-fluorobenzyl)indolin-5-yl)butane-1-sulfonamide FC1=CC=C(CN2CCC3=CC(=CC=C23)NS(=O)(=O)CCCC)C=C1